1-cyclopropyl-7-((1-((2,4-diaminopyrimidin-5-yl)methyl)indolin-5-yl)amino)-6-fluoro-4-oxo-1,4-dihydroquinoline-3-carboxylic acid C1(CC1)N1C=C(C(C2=CC(=C(C=C12)NC=1C=C2CCN(C2=CC1)CC=1C(=NC(=NC1)N)N)F)=O)C(=O)O